C(=O)(OC(C)(C)C)N1[C@H](C[C@@H](C1)F)C(=O)O (2R,4S)-N-Boc-4-fluoroproline